F[C@H]1CN(CC1)C=1C=C2C(=CC=NC2=CC1)C(=O)OC(C)(C)C tert-Butyl (R)-6-(3-fluoropyrrolidin-1-yl)quinoline-4-carboxylate